2-((4,4-difluoropiperidin-1-yl)methyl)-6-fluoropyridine FC1(CCN(CC1)CC1=NC(=CC=C1)F)F